4-(2-{5-[(1R,4R,7R)-7-amino-2-azabicyclo[2.2.1]heptane-2-carbonyl]-7-methoxy-1-methyl-1H-1,3-benzodiazol-2-yl}-1-(cyclopropylmethyl)-1H-pyrrolo[2,3-b]pyridin-6-yl)-2-fluorobenzamide N[C@H]1[C@@H]2N(C[C@H]1CC2)C(=O)C2=CC1=C(N(C(=N1)C1=CC=3C(=NC(=CC3)C3=CC(=C(C(=O)N)C=C3)F)N1CC1CC1)C)C(=C2)OC